5-(4-(1-methyl-piperidin-4-yloxy)pyridin-2-yl)-N-(3-methylpyridin-2-yl)-1,3,4-thiadiazol-2-amine CN1CCC(CC1)OC1=CC(=NC=C1)C1=NN=C(S1)NC1=NC=CC=C1C